1-((1R,2R,4aS,4bR,6aR,8R,10aS,10bR,12aS)-8-hydroxy-2,8,12a-trimethyloctadecahydrochrysen-1-yl)ethan-1-one O[C@]1(C[C@H]2CC[C@H]3[C@@H]4CC[C@H]([C@H]([C@]4(CC[C@@H]3[C@H]2CC1)C)C(C)=O)C)C